C(C)(C)(C)OC(=O)N1C=NC2=C1C=CC=C2 tert-butyl-1H-1,3-benzodiazole-1-carboxylate